[Br-].C(CCCCCCCCCCCCCCCCC)N1C=[N+](C=C1)C 1-octadecyl-3-Methylimidazolium bromide